1-(((R)-7-((2S,4R)-4-amino-2-(2,5-difluorophenyl)piperidine-1-carbonyl)-7-azaspiro[4.5]dec-10-yl)methyl)-4-phenylpyridin-2(1H)-one N[C@H]1C[C@H](N(CC1)C(=O)N1CC2(CCCC2)[C@@H](CC1)CN1C(C=C(C=C1)C1=CC=CC=C1)=O)C1=C(C=CC(=C1)F)F